COC=1C=C(C=CC1OC)CC#N 3,4-dimethoxybenzeneacetonitrile